ClC=1SC(=C2C1CCC2=O)Cl 1,3-dichloro-5h,6h-cyclopenta[c]thiophen-4-one